4-((2-aminoethyl)amino)-4-methylpentan-2-one NCCNC(CC(C)=O)(C)C